C1(=CC=CC=C1)CCC[S+](CC[C@@H](NC(CCCCCCCCCCCCC)=O)C(=O)O)C S-(3-phenyl-propyl)-N-tetradecoyl-D-methionine